O=C(CCCCC=1C=C(C(NN1)=O)C(F)(F)F)N1CCN(CC1)C1=NC=C(C=N1)C(F)(F)F 6-(5-oxo-5-(4-(5-(trifluoromethyl)pyrimidin-2-yl)piperazin-1-yl)pentyl)-4-(trifluoromethyl)pyridazin-3(2H)-one